ClC=1C=C(C#N)C=C(C1N1N=CC=2C=NC(=CC21)NC2=NC=NC(=C2)NC[C@@H](C)O)F (R)-3-chloro-5-fluoro-4-(6-((6-((2-hydroxypropyl)amino)pyrimidin-4-yl)amino)-1H-pyrazolo[4,3-c]pyridin-1-yl)benzonitrile